OC(CN1N=CC2=C(C=C(C=C12)C(=O)N[C@H](C)C=1C=NC(=NC1)C(F)(F)F)C=1SC(=CN1)C)(C)C (R)-1-(2-hydroxy-2-methylpropyl)-4-(5-methylthiazol-2-yl)-N-(1-(2-(trifluoromethyl)pyrimidin-5-yl)ethyl)-1H-indazole-6-carboxamide